OC1CN(C1)C(CN1C[C@H]2CC[C@@H](C1)N2C2=NC(=NC1=CC(=CC=C21)C2=CC(=CC1=CC=CC=C21)O)OC[C@H]2N(CCC2)C)=O 1-(3-hydroxyazetidin-1-yl)-2-((1R,5S)-8-(7-(3-hydroxynaphthalen-1-yl)-2-(((S)-1-methylpyrrolidin-2-yl)methoxy)quinazolin-4-yl)-3,8-diazabicyclo[3.2.1]octan-3-yl)ethan-1-one